C12CN(CC(N1)C2)CC=2C=C1CN(CC1=CC2)C2C(NC(CC2)=O)=O 5-((3,6-diazabicyclo[3.1.1]heptane-3-yl)methyl)-2-(2,6-dioxopiperidin-3-yl)isoindoline